N-((3R,5R)-5-methyl-pyrrolidin-3-yl)-5-(3-(trifluoromethyl)phenyl)-1,3,4-oxadiazole-2-carboxamide TFA salt OC(=O)C(F)(F)F.C[C@@H]1C[C@H](CN1)NC(=O)C=1OC(=NN1)C1=CC(=CC=C1)C(F)(F)F